(2S,5r)-6-hydroxy-3-methyl-7-oxo-N-[(5-oxopyrrolidin-2-yl)methoxy]-1,6-diazabicyclo[3.2.1]oct-3-ene-2-carboxamide ON1[C@@H]2C=C([C@H](N(C1=O)C2)C(=O)NOCC2NC(CC2)=O)C